FC1=CC=2C(C3=CC=CC=C3C2C(=C1)C=1C=NNC1)(C(F)(F)F)O 4-(2-fluoro-9-hydroxy-9-(trifluoromethyl)-9H-fluoren-4-yl)-1H-pyrazole